tert-butyl ((E)-4-(dimethylamino)-4-oxobut-2-en-1-yl)(2-(4-((E)-2-phenyl-1-(1-(tetrahydro-2H-pyran-2-yl)-1H-indazol-5-yl)but-1-en-1-yl)phenoxy)ethyl)carbamate CN(C(/C=C/CN(C(OC(C)(C)C)=O)CCOC1=CC=C(C=C1)/C(=C(/CC)\C1=CC=CC=C1)/C=1C=C2C=NN(C2=CC1)C1OCCCC1)=O)C